1,3-dimethyl-4-oxo-4,5-Dihydroimidazo[1,5-a]quinoxaline-8-carboxylic acid methyl ester COC(=O)C1=CC=C2NC(C=3N(C2=C1)C(=NC3C)C)=O